acetyl-L-serine C(C)(=O)N[C@@H](CO)C(=O)O